N-(3-Chloro-4-methylphenyl)-6-pyrrolidin-1-yl-N1-p-tolyl-[1,3,5]triazine-2,4-diamine hydrochloride Cl.ClC=1C=C(C=CC1C)NC1N(C(=NC(=N1)N)N1CCCC1)C1=CC=C(C=C1)C